6-(2-Cyclopropoxyphenyl)-3-(((S)-10-hydroxy-7-((R)-2-phenylpiperazine-1-carbonyl)-7-azaspiro[4.5]decan-10-yl)methyl)pyrimidin-4(3H)-one C1(CC1)OC1=C(C=CC=C1)C1=CC(N(C=N1)C[C@@]1(CCN(CC12CCCC2)C(=O)N2[C@@H](CNCC2)C2=CC=CC=C2)O)=O